methyl 2-bromo-4-methylpyridine-3-carboxylate BrC1=NC=CC(=C1C(=O)OC)C